3-(5-(4-Cyclopropyl-2-(4-fluoro-2-methylphenoxy)-5-(trifluoromethyl)benzamido)-2-fluorophenyl)butane C1(CC1)C1=CC(=C(C(=O)NC=2C=CC(=C(C2)C(CC)C)F)C=C1C(F)(F)F)OC1=C(C=C(C=C1)F)C